4-(4-(1-methylpiperidin-4-yloxy)pyridin-2-yl)-N-(3-methylpyridin-2-yl)thiazol-2-amine CN1CCC(CC1)OC1=CC(=NC=C1)C=1N=C(SC1)NC1=NC=CC=C1C